FC(C1=CC=C(OC2=C3C=CC=NC3=C(C=C2)CNC(C=C)=O)C=C1)(F)F N-([5-{4-(trifluoromethyl)phenoxy}quinolin-8-yl]methyl)acrylamide